(4R,5S)-4-hydroxy-5-methyl-1-{[4-(4-methylphenoxy)phenyl]methyl}pyrrolidin-2-one phosphite monophosphorus [P+3].P([O-])([O-])[O-].O[C@@H]1CC(N([C@H]1C)CC1=CC=C(C=C1)OC1=CC=C(C=C1)C)=O